C[Si](CCOC(NCCCO)=O)(C)C 2-(trimethylsilyl)ethyl-(3-hydroxypropyl)carbamate